N-(2-(6,6-Dimethyl-4,5,6,7-tetrahydro-1H-indazol-3-yl)-3H-imidazo[4,5-b]pyridin-6-yl)-N,2-dimethyl-2-(tetrahydro-2H-pyran-4-yl)propanamide CC1(CCC=2C(=NNC2C1)C1=NC=2C(=NC=C(C2)N(C(C(C)(C2CCOCC2)C)=O)C)N1)C